C(C)(C)(C)S(=O)(=O)NC(C1=CC=C(C=C1)N1CCN(CC1)C(C)C1=CC=C(C=C1)C1=CC(=CC=C1)OCC)=O N-tert-Butylsulfonyl-4-[4-[1-[4-(3-ethoxyphenyl)phenyl]ethyl]piperazin-1-yl]benzamide